C1(=CC=CC=C1)C(CC1=C(C=CC=C1O)O)C 2-(2-Phenylpropyl)benzene-1,3-diol